FC1(OC(OC1)=C)C fluoro-2-methylene-4-methyl-1,3-dioxolane